2,7-azepanedione N1C(CCCCC1=O)=O